(S)-2-((S)-2-amino-3-methylbutanamido)-6-(dipropylamino)-N-(2-oxo-2-(((2,2,2-trifluoroethoxy)methyl)amino)ethyl)hexanamide N[C@H](C(=O)N[C@H](C(=O)NCC(NCOCC(F)(F)F)=O)CCCCN(CCC)CCC)C(C)C